5-(3,5-dichloro-2-pyridinyl)-2-(2,6-diethylphenyl)-3-(7-fluoro-1H-indol-4-yl)-6,7-dihydro-4H-pyrazolo[4,3-c]pyridine ClC=1C(=NC=C(C1)Cl)N1CC=2C(CC1)=NN(C2C2=C1C=CNC1=C(C=C2)F)C2=C(C=CC=C2CC)CC